C[Si](NC(CCl)=O)(C)C N-(trimethylsilyl)chloroacetamide